N,9,9-triphenyl-9H-fluoren-2-amine C1(=CC=CC=C1)NC1=CC=2C(C3=CC=CC=C3C2C=C1)(C1=CC=CC=C1)C1=CC=CC=C1